6-(isopropylsulfonyl)-5,6,7,8-tetrahydro-4H-thiazolo[4,5-d]Azepine-2-amine C(C)(C)S(=O)(=O)N1CCC2=C(CC1)SC(=N2)N